1-[(2R)-2-[[4-(2-chloro-4-fluoro-phenyl)-7-quinolyl]oxy]propanoyl]piperidine-4-carboxylic acid ClC1=C(C=CC(=C1)F)C1=CC=NC2=CC(=CC=C12)O[C@@H](C(=O)N1CCC(CC1)C(=O)O)C